potassium ferulate salt C(\C=C\C1=CC(OC)=C(O)C=C1)(=O)[O-].[K+]